N-[2-(2-aminoethoxy)ethyl]-2-ethyl-4-[[3-[1-(3-hydroxy-3-methylbutyl)-3-(trifluoromethyl)pyrazol-4-yl]imidazo[1,2-a]pyrazin-8-yl]amino]benzamide formate C(=O)O.NCCOCCNC(C1=C(C=C(C=C1)NC=1C=2N(C=CN1)C(=CN2)C=2C(=NN(C2)CCC(C)(C)O)C(F)(F)F)CC)=O